ClC1=C(C(=O)N2COC3=C(C2)C=CC=C3C3=CC(=C(C(=O)O)C=C3F)N3C2COCC3CC2)C(=CC(=C1)N1CCN(CC1)C)Cl 4-[3-[2,6-Dichloro-4-(4-methylpiperazin-1-yl)benzoyl]-2,4-dihydro-1,3-benzoxazin-8-yl]-5-fluoro-2-(3-oxa-8-azabicyclo[3.2.1]octan-8-yl)benzoic acid